4-[[2-(6-oxo-8-oxa-2,5-diazaspiro[3.5]nonane-2-carbonyl)-2-azaspiro[3.3]heptan-6-yl]oxy]-2-(trifluoromethyl)benzonitrile O=C1NC2(CN(C2)C(=O)N2CC3(C2)CC(C3)OC3=CC(=C(C#N)C=C3)C(F)(F)F)COC1